3-(4-(4-aminocyclopent-1-en-1-yl)-1-oxoisoindolin-2-yl)piperidine-2,6-dione NC1CC=C(C1)C1=C2CN(C(C2=CC=C1)=O)C1C(NC(CC1)=O)=O